3-[3-[4-(2-ethoxy-5-ethylsulphonylbenzoyl)piperazin-1-yl]propyl]-1H-indole-5-carbonitrile C(C)OC1=C(C(=O)N2CCN(CC2)CCCC2=CNC3=CC=C(C=C23)C#N)C=C(C=C1)S(=O)(=O)CC